(3,6-dimethyl-10,10-dioxido-9H-thioxanthen-9-yl)-6-oxo-2-(trifluoromethyl)-1,6-dihydro-[3,4'-bipyridine]-5-carboxamide CC=1C=CC=2C(C3=CC=C(C=C3S(C2C1)(=O)=O)C)N1C(=C(C=C(C1=O)C(=O)N)C1=CC=NC=C1)C(F)(F)F